O1C(CC=CC1)C(=O)O 3,6-dihydro-2H-pyran-2-carboxylic acid